{3-[({1-[(2S)-2-butanyl]-5-(3-phenylpropyl)-1H-pyrrol-2-yl}carbonyl)amino]-4-methoxyphenyl}cyclopropanecarboxylic acid C[C@@H](CC)N1C(=CC=C1CCCC1=CC=CC=C1)C(=O)NC=1C=C(C=CC1OC)C1(CC1)C(=O)O